ClC1=CC=C(C[C@@H]2CC[C@]([C@]2(O)CN2N=CN=C2)(C)CCl)C=C1 (1S,2S,5S)-5-(4-chlorobenzyl)-2-chloromethyl-2-methyl-1-(1H-1,2,4-Triazole-1-ylmethyl)cyclopentanol